2-amino-3-(1H-imidazol-1-yl)propanoic acid NC(C(=O)O)CN1C=NC=C1